(3-amino-1H-pyrazol-5-yl)methanol NC1=NNC(=C1)CO